C(C)(C)(C)OC(=O)N1CC(C1)C1C=2N(NCC1)C(=C(N2)C2=CC=C(C=C2)OC2=CC=CC=C2)C(=O)O 8-(1-(tert-butoxycarbonyl)azetidin-3-yl)-2-(4-phenoxyphenyl)-5,6,7,8-tetrahydroimidazo[1,2-b]pyridazine-3-carboxylic acid